ethyl (3S)-4-chloro-3-hydroxybutyrate ClC[C@H](CC(=O)OCC)O